4-(6-(1,5-dimethyl-6-oxo-1,6-dihydropyridin-3-yl)-1-(2-(trifluoromethoxy)ethyl)-1H-benzo[d]imidazol-2-yl)piperidine-1-carboxylic acid methyl ester COC(=O)N1CCC(CC1)C1=NC2=C(N1CCOC(F)(F)F)C=C(C=C2)C2=CN(C(C(=C2)C)=O)C